BrC=1SC2=C(N1)C=C(C=C2)C(=O)O 2-Bromobenzo[d]thiazole-5-carboxylic acid